BrC=1C=C(C=C(C1OC)Br)NN (3,5-dibromo-4-methoxyphenyl)hydrazine